9-(4-((1R,2S)-6-(tert-butoxy)-2-phenyl-1,2,3,4-tetrahydronaphthalen-1-yl)phenyl)-1-oxa-9-azaspiro[5.5]undecane-3-carbaldehyde C(C)(C)(C)OC=1C=C2CC[C@@H]([C@@H](C2=CC1)C1=CC=C(C=C1)N1CCC2(CCC(CO2)C=O)CC1)C1=CC=CC=C1